OS(=O)(=O)N1C(CCC1=O)=O N-hydroxysulfonylsuccinimide